2-(1-(4-amino-3-(2-methoxypyrimidin-5-yl)-1H-pyrazolo[3,4-d]pyrimidin-1-yl)ethyl)-3-(3-fluorophenyl)-4H-chromen-4-one NC1=C2C(=NC=N1)N(N=C2C=2C=NC(=NC2)OC)C(C)C=2OC1=CC=CC=C1C(C2C2=CC(=CC=C2)F)=O